CC1CN(CCC1)C1=C2C=NNC2=CC=C1 4-(3-methylpiperidin-1-yl)-1H-indazol